BrC=1C(=C2CN(CC2=C(C1)C)C(CC1CN(C1)C1=CC(=NC=C1)C(F)(F)F)=O)NCCO 1-(5-Bromo-4-((2-hydroxyethyl)amino)-7-methylisoindolin-2-yl)-2-(1-(2-(trifluoromethyl)pyridin-4-yl)azetidin-3-yl)ethan-1-one